5-(2-(3-Methoxyazetidin-1-yl)ethyl)-4-(trifluoromethyl)pyridin-2(1H)-one COC1CN(C1)CCC=1C(=CC(NC1)=O)C(F)(F)F